Cl.N[C@H]1C[C@H](CCC1)C(=O)NC=1N=CC2=CC(=NC(=C2C1)NC(C)C)C#N (1S,3R)-3-amino-N-(7-cyano-5-(isopropylamino)-2,6-naphthyridin-3-yl)cyclohexane-1-carboxamide hydrochloride